C(CCC)[Sn](C(=C)OCC)(CCCC)CCCC tributyl(1-ethoxy-vinyl)stannane